N1NNNCCCCCC1 tetraazacyclodecan